tert-butyl 4-(6-(3-methyl-2,6-dioxopiperidin-3-yl)pyridin-3-yl)hexahydropyrrolo[3,2-b]pyrrole-1(2H)-carboxylate CC1(C(NC(CC1)=O)=O)C1=CC=C(C=N1)N1CCC2N(CCC21)C(=O)OC(C)(C)C